4-(4-tetrahydropyranyl)phenylboronic acid pinacol ester O1CCC(CC1)C1=CC=C(C=C1)B1OC(C)(C)C(C)(C)O1